C(CCC)[Si](OCCCC)(OCCCC)CCCC Din-butyl-din-butoxysilan